prop-2-en CC=C